1,6-Dimethyl-2H-3,1-benzoxazine-2,4(1H)-dione CN1C(OC(C2=C1C=CC(=C2)C)=O)=O